ClC1=C(C(=O)NCC(=O)O)C=C(C=C1)Br [(2-chloro-5-bromobenzoyl)amino]acetic Acid